FC1=C(C(=CC=2CCC(CC12)OCCC(C)C)O)N1CC(NS1(=O)=O)=O 5-[1-fluoro-3-hydroxy-7-(3-methylbutoxy)-5,6,7,8-tetrahydronaphthalen-2-yl]-1λ6,2,5-thiadiazolidine-1,1,3-trione